1,2,3-trimethoxy-4-((1s,6r)-6-nitro-cyclohex-3-enyl)-benzene COC1=C(C(=C(C=C1)[C@@H]1CC=CC[C@H]1[N+](=O)[O-])OC)OC